2-chloro-4,4'-bipyridine ClC1=NC=CC(=C1)C1=CC=NC=C1